(3S,6R)-1-benzyl-3-ethyl-6-methylpiperazine-2,5-dione C(C1=CC=CC=C1)N1C([C@@H](NC([C@H]1C)=O)CC)=O